C1(CC1)C1=NC(=C2N1C=CC=C2)C(=O)N2[C@H](C=1C(CC2)=C(N(N1)C)C1=CC(=C(C(=C1)F)F)F)C (3-cyclopropylimidazo[1,5-a]pyridin-1-yl)-[(7S)-2,7-dimethyl-3-(3,4,5-trifluorophenyl)-5,7-dihydro-4H-pyrazolo[3,4-c]pyridin-6-yl]methanone